6-(2-chloro-6-fluorophenyl)-8-(4-methoxybenzyl)-2-[(2'-methyl-2',3'-dihydro-1'H-spiro[cyclopropane-1,4'-isoquinolin]-7'-yl)amino]pyrido[2,3-d]pyrimidin-5(8H)-one ClC1=C(C(=CC=C1)F)C=1C(C2=C(N=C(N=C2)NC2=CC=C3C4(CN(CC3=C2)C)CC4)N(C1)CC1=CC=C(C=C1)OC)=O